(R)-7-fluoro-3-(3-(3-(4-fluorophenyl)pyrrolidin-1-yl)-3-oxopropyl)isoquinolin-1(2H)-one FC1=CC=C2C=C(NC(C2=C1)=O)CCC(=O)N1C[C@H](CC1)C1=CC=C(C=C1)F